Bis(diisopropylamino)dimethyl-tin C(C)(C)N(C(C)C)[Sn](C)(C)N(C(C)C)C(C)C